4-[trans-(4-aminocyclohexyl)amino]-N'-(2-chloro-5-fluoro-phenyl)-6-[2-(difluoromethyl)pyrimidin-5-yl]pyrrolo[1,2-b]pyridazine-3-carboxamidine N[C@@H]1CC[C@H](CC1)NC=1C=2N(N=CC1C(=NC1=C(C=CC(=C1)F)Cl)N)C=C(C2)C=2C=NC(=NC2)C(F)F